1-(chloro(phenyl)methyl)-4-isopropoxybenzene ClC(C1=CC=C(C=C1)OC(C)C)C1=CC=CC=C1